C(C(C)C)N1C[C@H](N(C[C@@H]1C)C1=CN=C(S1)C1=NNC(=C1C(C)C)C=1C=C(C=2N(C1)N=CN2)OC)C 5-((2R,5S)-4-isobutyl-2,5-dimethylpiperazin-1-yl)-2-(4-isopropyl-5-(8-methoxy-[1,2,4]triazolo[1,5-a]pyridin-6-yl)-1H-pyrazol-3-yl)thiazole